tetracosane triflate OS(=O)(=O)C(F)(F)F.CCCCCCCCCCCCCCCCCCCCCCCC